C(C)(C)(C)OC(NC12COC(CC1)(CC2)C=2N=NN(C2)[C@@H]2CC[C@H](CC2)C2=NN=C(N2C)COC2=CC(=CC=C2)C(F)(F)F)=O (1-{1-[trans-4-(4-methyl-5-{[3-(trifluoromethyl)phenoxy]methyl}-4H-1,2,4-triazol-3-yl)cyclohexyl]-1H-1,2,3-triazol-4-yl}-2-oxabicyclo[2.2.2]oct-4-yl)carbamic acid tert-butyl ester